(S)-4-bromo-N-(1-cyclopropylethyl)-2-(trifluoromethyl)benzamide BrC1=CC(=C(C(=O)N[C@@H](C)C2CC2)C=C1)C(F)(F)F